Cl.NC(C(=O)N1CCN(CC1)C(=O)NC1=NC(N(C=C1)C1=CC=C(C=C1)CCCN1CCC2(CC(C2)N)CC1)=O)(C)C 4-(2-Amino-2-methylpropanoyl)-N-(1-(4-(3-(2-amino-7-azaspiro[3.5]nonan-7-yl)propyl)phenyl)-2-oxo-1,2-dihydropyrimidin-4-yl)piperazine-1-carboxamide Hydrochloride Salt